C(/C1=CC=CC=C1)=C(/C#CC1=CC=CC=C1)\C(CCC)=O (E)-3-benzylidene-1-phenylhept-1-yn-4-one